C(C)(C)(C)OC(NCC1=CC=C(C=C1)CNC1=C(C=CC(=C1)F)[N+](=O)[O-])=O (4-(((5-fluoro-2-nitrophenyl)amino)methyl)benzyl)carbamic acid tert-butyl ester